C(C)(C)(C)OC(=O)N1N(CC=C1)C(=O)OC(C)(C)C N,N'-Bis-tert-butoxycarbonylpyrazole